BrC=1C=C(C=C(C1)NCCN)NC(=O)NC1=C(C(=CC=C1)Cl)CCO 1-[3-bromo-5-(2-aminoethylamino)phenyl]-3-[3-chloro-2-(2-hydroxyethyl)phenyl]urea